tert-butyl ((methylsulfonyl)oxy)carbamate CS(=O)(=O)ONC(OC(C)(C)C)=O